6-[5-(difluoromethyl)-1,3,4-oxadiazol-2-yl]-2-[(1R*,2S*)-2-(4-fluorophenyl)-2-hydroxy-1-(pyridin-2-yl)ethyl]-2,3-dihydro-1H-isoindol-1-one FC(C1=NN=C(O1)C1=CC=C2CN(C(C2=C1)=O)[C@@H]([C@@H](O)C1=CC=C(C=C1)F)C1=NC=CC=C1)F |o1:17,18|